O1C2=C(OCC1)C=C(C=C2)[C@@H]([C@@H](CN2CCCC2)NC(C(CCC2=CC1=CC=CC=C1C=C2)(F)F)=O)O N-((1s,2r)-1-(2,3-dihydrobenzo[b][1,4]dioxin-6-yl)-1-hydroxy-3-(pyrrolidin-1-yl)propan-2-yl)-2,2-difluoro-4-(naphthalen-2-yl)butanamide